2-(6-nitropyridin-3-yl)ethan-1-ol [N+](=O)([O-])C1=CC=C(C=N1)CCO